fluoroLithium sulfate S(=O)(=O)(O)O.F[Li]